1-(tert-butoxycarbonyl)-4-phenoxypiperidine-4-carboxylic acid C(C)(C)(C)OC(=O)N1CCC(CC1)(C(=O)O)OC1=CC=CC=C1